(Hydroxymethyl)-2-methyl-1,2,4,7-tetrahydro-3H-pyrrolo[3',2':5,6]pyrido[3,4-b]pyrazine OCN1C2=C(NCC1C)C=NC1=C2C=CN1